FC=1C(=CC=2C3=C(NC(C2C1)=O)COCC3N(C(=O)C=3NC1=CC(=CC=C1C3)OC)C)F N-(8,9-difluoro-6-oxo-1,4,5,6-tetrahydro-2H-pyrano[3,4-c]isoquinolin-1-yl)-6-methoxy-N-methyl-1H-indole-2-carboxamide